3-(difluoromethoxy)-4-(3-methyl-4-methylsulfonyl-phenyl)-1H-pyrazolo[4,3-b]pyridin FC(OC=1NNC=2C1N(C=CC2)C2=CC(=C(C=C2)S(=O)(=O)C)C)F